5-(pyrrolidin-1-ylmethyl)thiazole-2-carboxylic acid lithium [Li].N1(CCCC1)CC1=CN=C(S1)C(=O)O